ClC=1C=CC(=C(C(=O)O)C1)NC1=C(C=C(C=C1)F)OC 5-chloro-2-((4-fluoro-2-methoxy-phenyl)amino)-benzoic acid